N-(2-Amino-3-fluoro-4-((4-(trifluoromethyl)benzyl)amino)phenyl)-6,7-difluorododecanamid NC1=C(C=CC(=C1F)NCC1=CC=C(C=C1)C(F)(F)F)NC(CCCCC(C(CCCCC)F)F)=O